C(C)N1N=C2C(N=C(C=C2)C#N)=C1C 2-ethyl-3-methyl-2H-pyrazolo[4,3-b]pyridine-5-carbonitrile